FC(C1=NN=C(O1)C1=CN=C(S1)CN(S(=O)(=O)CCN1CC2OC(C1)C2)C=2C=NC=C(C2)F)F N-({5-[5-(difluoromethyl)-1,3,4-oxadiazol-2-yl]-1,3-thiazol-2-yl}methyl)-N-(5-fluoropyridin-3-yl)-2-{6-oxa-3-azabicyclo[3.1.1]heptan-3-yl}ethane-1-sulfonamide